(5-cyclopropylpyridin-2-yl)(phenyl)methylamine hydrochloride Cl.C1(CC1)C=1C=CC(=NC1)NCC1=CC=CC=C1